ClC1=CC(=CC(=N1)C(=O)N(C)OC)C 6-chloro-N-methoxy-N,4-dimethylpyridineamide